(S)-(1-((4-bromo-3-chlorophenyl)sulfonyl)-4,4-difluoropyrrolidin-2-yl)methanol BrC1=C(C=C(C=C1)S(=O)(=O)N1[C@@H](CC(C1)(F)F)CO)Cl